NC=1C=C2C(=CNC2=CC1)C1=CCN2CCCC2C1 5-amino-3-(1,2,3,4,5,8-hexahydroindolizin-7-yl)-1H-indole